1,2-Dimethyl-3-propylimidazolium tris(trifluoromethanesulfonyl)methide [C-](S(=O)(=O)C(F)(F)F)(S(=O)(=O)C(F)(F)F)S(=O)(=O)C(F)(F)F.CN1C(=[N+](C=C1)CCC)C